ClC1=CC=C2C(=CNC2=C1OCF)\C=C/1\C(N(C(N1)=O)CC1=CC(=C(C=C1)F)F)=O (Z)-5-((6-chloro-7-(fluoromethoxyl)-1H-indol-3-yl)methylene)-3-(3,4-difluorobenzyl)imidazolidine-2,4-dione